COC1=CC(=NC=C1C(=O)NCC1=CC=C(C=C1)OC(F)(F)F)N1N=CC=C1 4-Methoxy-6-(1H-pyrazol-1-yl)-N-(4-(trifluoromethoxy)benzyl)nicotinamide